methyl 4-bromo-3-methyl-thieno[2,3-c]pyridine-2-carboxylate BrC1=C2C(=CN=C1)SC(=C2C)C(=O)OC